methyl N-[5-[6-[(4-cyano-3-ethoxy-phenyl)-methyl-carbamoyl]-8-methyl-imidazo[1,2-a]pyridin-3-yl]-2-pyridyl]carbamate C(#N)C1=C(C=C(C=C1)N(C(=O)C=1C=C(C=2N(C1)C(=CN2)C=2C=CC(=NC2)NC(OC)=O)C)C)OCC